C(C)(=O)N1CCN(CC1)C1CCN(CC1)C=1C=CC(=C(C1)NC(C=C)=O)NC1=NC=C(C(=N1)NC1=C(C=CC=C1)OC(C)C)C#N N-(5-(4-(4-acetylpiperazin-1-yl)piperidin-1-yl)-2-((5-cyano-4-((2-isopropoxyphenyl)amino)pyrimidin-2-yl)amino)phenyl)acrylamide